OC=1C=C2C=CC=C(C2=CC1)C(=O)O 6-hydroxy-1-naphthoic acid